FC(C(=O)OCC)([Si](C)(C)C)F ethyl 2,2-difluoro-2-(trimethylsilyl)acetate